(2S)-1-benzyloxy-5-trimethylsilyl-pent-4-yn-2-ol C(C1=CC=CC=C1)OC[C@H](CC#C[Si](C)(C)C)O